n-octyl-stearate C(CCCCCCC)OC(CCCCCCCCCCCCCCCCC)=O